NC1=C(N=CC2=C(C(=CC=C12)F)C1=NC=CN=C1C(F)(F)F)C(=O)NCCC 4-amino-7-fluoro-N-propyl-8-(3-(trifluoromethyl)pyrazin-2-yl)isoquinoline-3-carboxamide